NCCN(CCNCCN)CCNCCN N1-(2-[(2-aminoethyl)-[2-[(2-aminoethyl)amino]ethyl]amino]ethyl)ethane-1,2-diamine